(rac)-(2s,4s)-2-(6-(4-(trifluoromethyl)phenyl)-2-azaspiro[3.4]octane-2-carbonyl)-7-oxa-5-azaspiro[3.4]octane-6-one FC(C1=CC=C(C=C1)[C@H]1CC2(CN(C2)C(=O)C2CC3(C2)NC(OC3)=O)CC1)(F)F |r|